(E)-N-Boc-N'-Boc-L-lysine C(=O)(OC(C)(C)C)N[C@@H](CCCCNC(=O)OC(C)(C)C)C(=O)O